ethyl 2-(3,4-difluorophenyl)-5-(trifluoromethyl)pyrazole-3-carboxylate FC=1C=C(C=CC1F)N1N=C(C=C1C(=O)OCC)C(F)(F)F